FC1=C2C=C(NC2=CC=C1OC1=NC=NC2=CC(=C(C=C12)OC)OC1(CCCCC1)C1CC(C1)NC1CCCCC1)C N-(3-((4-(4-fluoro-2-methyl-1H-indol-5-yloxy)-6-methoxyquinazolin-7-yloxy)cyclohexyl)cyclobutyl)cyclohexylamine